FC(SC1=CC=C(C=C1)C1=C(C=CC=C1)NC(=O)C=1C(=NN(C1)C)C(F)F)(F)F N-(4'-trifluoromethylthio-biphenyl-2-yl)-3-difluoromethyl-1-methyl-1H-pyrazole-4-carboxamide